monothio carbonate C1(OSO1)=O